2,2,2-trifluoroethyl 2,4-dihydroxy-6-pentyl-benzenesulfonate OC1=C(C(=CC(=C1)O)CCCCC)S(=O)(=O)OCC(F)(F)F